1-((3S,5R,8R,9S,10S,13R,14S,17R)-14-hydroxy-10,13-dimethyl-17-(2-oxo-2H-pyran-5-yl)hexadecahydro-1H-cyclopenta[a]phenanthren-3-yl)-3-(2-(4-methylpiperazin-1-yl)ethyl)urea O[C@]12[C@@H]3CC[C@@H]4C[C@H](CC[C@@]4([C@H]3CC[C@@]2([C@H](CC1)C=1C=CC(OC1)=O)C)C)NC(=O)NCCN1CCN(CC1)C